tert-Butyl 4-chloro-2-((8-(1-methoxy-2-methyl-1-oxopropan-2-yl)-3,7-dimethyl-2,6-dioxo-2,3-dihydro-6H-purin-1(7H)-yl)methyl)-1H-indole-1-carboxylate ClC1=C2C=C(N(C2=CC=C1)C(=O)OC(C)(C)C)CN1C(N(C=2N=C(N(C2C1=O)C)C(C(=O)OC)(C)C)C)=O